(1S,3S)-3-((6-(5-((4-(cyclopropylmethyl)-3-methyl-2-oxoimidazolin-1-yl)methyl)-1-methyl-1H-1,2,3-triazol-4-yl)-2-methylpyridin-3-yl)oxy)cyclohexane-1-carboxylic acid C1(CC1)CC1N(C(N(C1)CC1=C(N=NN1C)C1=CC=C(C(=N1)C)O[C@@H]1C[C@H](CCC1)C(=O)O)=O)C